tert-butyl 3-(7-(((2S,7aR)-2-fluorotetrahydro-1H-pyrrolizin-7a(5H)-yl) methoxy)-1-oxo-1,2-dihydropyrido[3,4-d]pyridazin-5-yl)-3,8-diazabicyclo[3.2.1]octane-8-carboxylate F[C@H]1C[C@]2(CCCN2C1)COC1=CC2=C(C=NNC2=O)C(=N1)N1CC2CCC(C1)N2C(=O)OC(C)(C)C